(S)-N-(1-amino-3-hydroxy-2-methyl-1-oxopropan-2-yl)-2-methyl-5-(quinolin-3-yl)benzofuran-3-carboxamide NC([C@@](CO)(C)NC(=O)C1=C(OC2=C1C=C(C=C2)C=2C=NC1=CC=CC=C1C2)C)=O